N-(4-methylcyclohexyl)-2-(thiazol-5-yl)pyrimidine-4-carboxamide CC1CCC(CC1)NC(=O)C1=NC(=NC=C1)C1=CN=CS1